C1=CC=CC=2C3=CC=CC=C3C(C12)COC(=O)N1[C@@H](C[C@@H]2CCCC[C@H]12)C(=O)O (2S,3aS,7aS)-1-{[(9H-fluoren-9-yl)methoxy]carbonyl}octahydro-1H-indole-2-carboxylic acid